ClC1=NC=C(C=N1)COC1=C(C(=C(C=C1)C(CC(C)(C)C)=O)O)C 1-(4-((2-chloropyrimidin-5-yl)methoxy)-2-hydroxy-3-methylphenyl)-3,3-dimethylbutan-1-one